C(C)(C)(C)C1=CC=C(C=C1)C(C([C@H](CC(=O)OC)O[Si](C)(C)C(C)(C)C)N[S@@](=O)C(C)(C)C)[S@@](=O)C(C)(C)C Methyl (3S)-5-(4-(tert-butyl)phenyl)-3-((tert-butyldimethylsilyl)oxy)-5-((R)-tert-butylsulfinyl)-4-(((S)-tert-butylsulfinyl)amino)pentanoate